octadecanoic acid zinc salt [Zn+2].C(CCCCCCCCCCCCCCCCC)(=O)[O-].C(CCCCCCCCCCCCCCCCC)(=O)[O-]